Tert-butyl N-[1-(chlorosulfonyl)azetidin-3-yl]-N-methylcarbamate ClS(=O)(=O)N1CC(C1)N(C(OC(C)(C)C)=O)C